N-(4,4-difluorocyclohexyl)-2-(1-(2-hydroxy-ethyl)piperidin-4-yl)-benzo[d]thiazole-6-carboxamide FC1(CCC(CC1)NC(=O)C1=CC2=C(N=C(S2)C2CCN(CC2)CCO)C=C1)F